OCC[NH+](CCO)CCO tris(2-hydroxyEthyl)ammonium